(R)-(4-(benzo[d]oxazol-2-yl)-4,6-dihydropyrrolo[3,4-d]imidazol-5(1H)-yl)(4-(difluoromethyl)-2-(2-hydroxypropan-2-yl)oxazol-5-yl)methanone O1C(=NC2=C1C=CC=C2)[C@@H]2N(CC=1NC=NC12)C(=O)C1=C(N=C(O1)C(C)(C)O)C(F)F